ClC1=C(C(=CC(=C1)F)F)N1N=CC(=C1C(F)(F)F)C(=O)NC=1C=NC(=C(C1)Cl)N1N=CC=N1 1-(2-chloro-4,6-difluorophenyl)-N-(5-chloro-6-(2H-1,2,3-triazol-2-yl)pyridin-3-yl)-5-(trifluoromethyl)-1H-pyrazole-4-carboxamide